C(C)(C)(C)OC(=O)N1C[C@@H]2COC3=C(CN2CC1)C(=C(C(=C3Cl)Br)Cl)OC (12aR)-9-bromo-8,10-dichloro-7-methoxy-3,4,12,12a-tetrahydro-6H-pyrazino[2,1-c][1,4]benzoxazepine-2(1H)-carboxylic acid tert-butyl ester